O=C1NC(CCC1OC=1C=CC(=NC1)N1CCN(CC1)C(=O)OC(C)(C)C)=O Tert-butyl 4-(5-((2,6-dioxopiperidin-3-yl)oxy)pyridin-2-yl)piperazine-1-carboxylate